[4-Chloro-3-{[2,6-dimethyl-4-(2-phenylethoxy)benzoyl]amino}-5-(3-furyl)phenyl]acetic acid ClC1=C(C=C(C=C1C1=COC=C1)CC(=O)O)NC(C1=C(C=C(C=C1C)OCCC1=CC=CC=C1)C)=O